ClC=1C2=C(N=CN1)N(C=C2)[C@H]2C=CC(C2)=O (R)-4-(4-chloro-7H-pyrrolo[2,3-d]pyrimidin-7-yl)cyclopent-2-enone